4-(2-((dimethylsulfamoyl)methylamino)methyl-7,8-dihydro-4H-pyrazolo[1,5-a][1,4]diazepin-5(6H)-yl)-6,8-dihydro-5H-pyrido[3,4-d]pyrimidine CN(S(=O)(=O)CNCC1=NN2C(CN(CCC2)C=2C3=C(N=CN2)CNCC3)=C1)C